L-Serin N[C@@H](CO)C(=O)O